N1=CN=CC(=C1)C1=CC=C(C=C1)[C@H](C)[N+]1=NOC(=C1)[N-]C(NC=1C=NC=C(C1)C(F)(F)F)=O (S)-(3-(1-(4-(pyrimidin-5-yl)phenyl)ethyl)-1,2,3-oxadiazol-3-ium-5-yl)((5-(trifluoromethyl)pyridin-3-yl)carbamoyl)amide